2,2-diazido-4-(4-fluorobenzyl)-3-oxohept-6-enoic acid methyl ester COC(C(C(C(CC=C)CC1=CC=C(C=C1)F)=O)(N=[N+]=[N-])N=[N+]=[N-])=O